COC1=C(C=C(C(=O)O)C=C1OC(=C(C(C(C(C(F)(F)F)(F)F)(F)F)(F)F)F)F)C(=O)O 4-methoxy-5-(perfluorohexenyloxy)isophthalic acid